2,6-Bis(benzyloxy)-6'-(4-(4-(4-chloro-2,3-difluorophenyl)piperazin-1-yl)piperidin-1-yl)-5'-fluoro-3,3'-bipyridine C(C1=CC=CC=C1)OC1=NC(=CC=C1C=1C=NC(=C(C1)F)N1CCC(CC1)N1CCN(CC1)C1=C(C(=C(C=C1)Cl)F)F)OCC1=CC=CC=C1